N-(6-((8'-methyl-1',5'-dioxo-1',5'-dihydro-2'H-spiro[cyclopentane-1,3'-imidazo[1,5-a]pyridin]-6'-yl)amino)pyrimidin-4-yl)cyclopropanecarboxamide CC1=C2N(C(C(=C1)NC1=CC(=NC=N1)NC(=O)C1CC1)=O)C1(NC2=O)CCCC1